ClC1=C(C=CC=C1OC)C(=O)N1[C@H](C=2C(CC1)=C(N(N2)C)C=2C=NC=C(C2)S(=O)(=O)C)C (2-Chloro-3-methoxy-phenyl)-[(7S)-2,7-dimethyl-3-(5-methylsulfonyl-3-pyridyl)-5,7-dihydro-4H-pyrazolo[3,4-c]pyridin-6-yl]methanone